1,3,5-tris(3,5-dicarboxyphenyl)-2,4,6-trihydroxybenzene C(=O)(O)C=1C=C(C=C(C1)C(=O)O)C1=C(C(=C(C(=C1O)C1=CC(=CC(=C1)C(=O)O)C(=O)O)O)C1=CC(=CC(=C1)C(=O)O)C(=O)O)O